CN(CCNC(=O)NC1=CC=C(C=C1)C1=CC=C2C(=N1)N(C=N2)C2=CC=C(C=C2)C2=CC=C(C=C2)OC)C 1-(2-(dimethylamino)ethyl)-3-(4-(3-(4'-methoxy-[1,1'-biphenyl]-4-yl)-3H-imidazo[4,5-b]pyridin-5-yl)phenyl)urea